ClC1=CC(=C(C=C1)C1COC2=C(O1)C=CC=C2N2CCNCC2)F (2-(4-chloro-2-fluorophenyl)-2,3-dihydrobenzo[b][1,4]dioxin-5-yl)piperazine